(S)-3-(1-(benzyloxy)ethyl)-1,2,4-thiadiazole-5-carboxylate C(C1=CC=CC=C1)O[C@@H](C)C1=NSC(=N1)C(=O)[O-]